12-hydroxyoctadeca-9-enoic acid (R,Z)-2-((4-hydroxy-3-methoxybenzyl) amino)-2-oxoethyl ester OC1=C(C=C(CNC(COC(CCCCCCC\C=C/CC(CCCCCC)O)=O)=O)C=C1)OC